3-(2-amino-5-chloro-4-fluoroanilino)propan-1-ol Dimethyl-2-methoxy-2-((1-methyl-1H-pyrazol-3-yl)methyl)malonate CC(C(C(=O)O)(C(=O)O)OC)(C1=NN(C=C1)C)C.NC1=C(NCCCO)C=C(C(=C1)F)Cl